9-(1-(3'-chloro-[1,1'-biphenyl]-3-yl)naphthalen-2-yl)-9H-carbazole ClC=1C=C(C=CC1)C1=CC(=CC=C1)C1=C(C=CC2=CC=CC=C12)N1C2=CC=CC=C2C=2C=CC=CC12